FCOC1=C(OC)C(OC)=CC(CC=C)=C1 fluoroelemicin